methyl 5'-chloro-2-cyano-2'-(2-(5-cyano-2-methyl-4-oxo-7-(trifluoromethyl)quinazolin-3(4H)-yl)ethoxy)-[1,1'-biphenyl]-3-carboxylate ClC=1C=CC(=C(C1)C1=C(C(=CC=C1)C(=O)OC)C#N)OCCN1C(=NC2=CC(=CC(=C2C1=O)C#N)C(F)(F)F)C